C(CCC(=O)O)(=O)O.C(CCC(=O)O)(=O)O.NC[C@@H]1CN(CC1)CC1=CC(=C(C#N)C=C1OCC)Cl (R)-4-((3-(aminomethyl)pyrrolidin-1-yl)methyl)-2-chloro-5-ethoxybenzonitrile disuccinate